FC(C1=C(C#N)C=CC(=C1)N1CCC(CC1)C1=CC=C(C=C1)OCCCN1CCNCC1)F 2-(difluoromethyl)-4-(4-(4-(3-(piperazin-1-yl)propoxy)phenyl)piperidin-1-yl)benzonitrile